2-(2-fluoro-4-(2-oxo-2-((5-(pyridin-3-yl)-1,3,4-thiadiazol-2-yl)amino)ethyl)phenoxy)pyridine-3-carboxamide FC1=C(OC2=NC=CC=C2C(=O)N)C=CC(=C1)CC(NC=1SC(=NN1)C=1C=NC=CC1)=O